2,6-diamino-4-hydroxy-5-N-methylformamidopyrimidine CN(C=O)C1=C(N=C(NC1=O)N)N